NC1=NC(=C2N(C(N(C2=N1)C1CCN(CC1)C(C#CC)=O)=O)C1=CC=C(C=C1)OC1=CC=CC=C1)N (R)-2,6-diamino-9-(1-(but-2-ynoyl)piperidin-4-yl)-7-(4-phenoxyphenyl)-7,9-dihydro-8H-purin-8-one